CC1C[C@H](CC1)N1C(C(N(CC1)CC1=NC=C(C=N1)C1=CC=CC=C1)=O)=O (S)-1-(3-methylcyclopentyl)-4-((5-phenylpyrimidin-2-yl)methyl)piperazine-2,3-dione